OC(CC(=O)OCCCC)C butyl 3-hydroxybutyrate